ClC=1C=C(C=C(C1)C(C)(C)C1=CC=C(C=C1)Cl)NC(=O)C1=CC2=C(S1)C=CC(=C2)C2(CC2)S(=O)(=O)C N-(3-Chloro-5-(2-(4-chlorophenyl)propan-2-yl)phenyl)-5-(1-(methylsulfonyl)cyclopropyl)benzo[b]thiophen-2-carboxamid